C(#N)C1=CC(=C(OCC2=NC=CC(=C2)O[C@@H]2C[C@@H](N(CC2)CC2=NC3=C(N2C[C@H]2OCC2)C=C(C=C3C)C(=O)O)C)C=C1)F 2-{[(2S,4S)-4-({2-[(4-cyano-2-fluorophenoxy)methyl]pyridin-4-yl}oxy)-2-methylpiperidin-1-yl]methyl}-4-methyl-1-{[(2S)-oxetan-2-yl]methyl}-1H-1,3-benzodiazole-6-carboxylic acid